3-(2,3-diamino-6-fluorobenzyl)-1,1-dimethylurea NC1=C(CNC(N(C)C)=O)C(=CC=C1N)F